7-isopropoxy-N-(6-(isoxazol-4-yl)pyridin-2-yl)-2-(1-methyl-2-oxabicyclo[2.1.1]hex-4-yl)imidazo[1,2-a]pyrimidine-6-carboxamide C(C)(C)OC1=NC=2N(C=C1C(=O)NC1=NC(=CC=C1)C=1C=NOC1)C=C(N2)C21COC(C2)(C1)C